C(C1=CC=CC=C1)OCN1N=CC2=C(C1=O)CCC(N2CCOCCC(N2CCN(CC2)C2=NC=C(C=C2)C(F)(F)F)=O)=O 6-((benzyloxy)methyl)-1-(2-(3-oxo-3-(4-(5-(trifluoromethyl)pyridin-2-yl)piperazin-1-yl)propoxy)ethyl)-4,6-dihydropyrido[2,3-d]pyridazine-2,5(1H,3H)-dione